OC1=C(C(=O)C2=CC=CC=C2)C=C(C(=C1)O)C(C1=C(C=CC=C1)OC)=O 2,4-dihydroxy-5-(methoxybenzoyl)benzophenone